5-(4-((3-((4-(4-amino-3-(4-phenoxyphenyl)-1H-pyrazolo[3,4-d]pyrimidin-1-yl)piperidin-1-yl)methyl)pyrrolidin-1-yl)methyl)piperidin-1-yl)-2-(2,6-dioxopiperidin-3-yl)isoindoline-1,3-dione NC1=C2C(=NC=N1)N(N=C2C2=CC=C(C=C2)OC2=CC=CC=C2)C2CCN(CC2)CC2CN(CC2)CC2CCN(CC2)C=2C=C1C(N(C(C1=CC2)=O)C2C(NC(CC2)=O)=O)=O